CN1[C@@H](CCC1)COC1=NC=2CC3(CCC2C(=N1)N1CCNCC1)CCC1=CC=CC=C13 2'-(((S)-1-Methylpyrrolidin-2-yl)methoxy)-4'-(piperazin-1-yl)-2,3,5',8'-tetrahydro-6'H-spiro[indene-1,7'-quinazoline]